2-(5-chloro-1-methyl-1H-imidazol-4-yl)-4,6-difluorobenzaldehyde ClC1=C(N=CN1C)C1=C(C=O)C(=CC(=C1)F)F